O1C=C(C2=C1C=CC=C2)C[C@H](NC(C(NC2=NC1=CC=CC=C1N=C2)=O)=O)B(O)O (R)-(2-(benzofuran-3-yl)-1-(2-oxo-2-(quinoxalin-2-ylamino)acetamido)ethyl)boronic acid